BrC=1C=C(C(=NC1)OC1=CC=C(C=C1)C1=CN=CC(=N1)CC(CC(=O)OCC)=O)F Ethyl 4-(6-(4-((5-bromo-3-fluoropyridin-2-yl) oxy) phenyl) pyrazin-2-yl)-3-oxobutanoate